COC1=NC(=NC=C1)C(=O)NC1CCC(CC1)OC1=C2C=CC=NC2=CC(=N1)N1CCOCC1 4-methoxy-N-((1s,4s)-4-((7-morpholino-1,6-naphthyridin-5-yl)oxy)cyclohexyl)pyrimidine-2-carboxamide